S1C=NC2=C1C=C(C=C2)\C=C\2/N=C(NC2=O)N[C@@H]2CC[C@H](CCC2)O |r| (±)-(4Z)-4-(1,3-benzothiazol-6-ylmethylene)-2-[[trans-4-hydroxycycloheptyl]amino]-1H-imidazol-5-one